CC1=C(C2=C(OC(O2)(C)[C@@H]2CC[C@H](CC2)NC(=O)OC(C)(C)C)C(=C1)Br)C methyl-7-bromo-2-(trans-4-((tert-butoxycarbonyl)amino)cyclohexyl)-2,4-dimethylbenzo[d][1,3]dioxole